3,4-bis(t-butoxycarbonylmethoxy)benzaldehyde C(C)(C)(C)OC(=O)COC=1C=C(C=O)C=CC1OCC(=O)OC(C)(C)C